2,3-butylenediisocyanate CC(C(C)N=C=O)N=C=O